CC=1C(=NSC1C)N(S(=O)(=O)C=1C(=CC=CC1)C1=C(C=C(C=C1)CO)COCC)COCCOC N-(4,5-dimethylisothiazol-3-yl)-2'-(ethoxymethyl)-4'-(hydroxymethyl)-N-((2-methoxyethoxy)methyl)-[1,1'-biphenyl]-2-sulfonamide